(S)-1-(3-(4-Amino-7-(1H-pyrazol-3-yl)-1H-imidazo[4,5-c]quinolin-2-yl)pyrrolidin-1-yl)propan-1-one NC1=NC=2C=C(C=CC2C2=C1N=C(N2)[C@@H]2CN(CC2)C(CC)=O)C2=NNC=C2